(S)-2-(4-(3-chloro-4-((3,5-difluoropyridin-2-yl)methoxy)-5'-methyl-6-(methyl-d3)-2-oxo-2H-[1,4'-bipyridin]-2'-yl)thiazol-2-yl)-2-methylpropanamide ClC=1C(N(C(=CC1OCC1=NC=C(C=C1F)F)C([2H])([2H])[2H])C1=CC(=NC=C1C)C=1N=C(SC1)C(C(=O)N)(C)C)=O